3-oxopropionitrile citrate C(CC(O)(C(=O)O)CC(=O)O)(=O)O.O=CCC#N